3-((1-Methyl-1H-pyrazole-4-yl)Methyl)-2,4-dioxo-1,2,3,4-tetrahydrothieno[2,3-d]Pyrimidin-6-sulfonamide CN1N=CC(=C1)CN1C(NC2=C(C1=O)C=C(S2)S(=O)(=O)N)=O